C(C)(C)(C)OC(=O)\N=C/1\N(C(CC(N1)(CC)CC)=O)C(CCOC)[C@H]1[C@@H](C1)C(=O)OCC (1R,2R)-ethyl 2-(1-((E)-2-((tert-butoxycarbonyl)imino)-4,4-diethyl-6-oxotetrahydropyrimidin-1(2H)-yl)-3-methoxypropyl)cyclopropanecarboxylate